OC1=C(C=CC=C1)C(CC(CCC1=C(C=CC=C1)O)C)C1=C(C=CC=C1)O 1,1,5-tris-(Hydroxyphenyl)-3-methylpentane